C1=C(C=CC2=CC=CC=C12)CC(NC=O)C(NCCCCC(NC(NC(CCC(=O)O)C(=O)O)=O)C(=O)O)=O 3-[(naphthalen-2-yl)methyl]-1,4,12-trioxo-2,5,11,13-tetraazahexadecane-10,14,16-tricarboxylic acid